Argon fluorid [F-].[Ar]